BrC1=C(C=CC(=C1)F)NC1=C(C(=O)NC=2C(=NC(=CC2)OC)C)C=C(C=C1)Cl 2-((2-bromo-4-fluorophenyl)-amino)-5-chloro-N-(6-methoxy-2-methylpyridin-3-yl)benzamide